6-chloro-N-[5-(difluoromethoxy)-4-methoxy-pyrimidin-2-yl]-1H-pyrrolo[2,3-b]pyridine-3-sulfonamide ClC1=CC=C2C(=N1)NC=C2S(=O)(=O)NC2=NC=C(C(=N2)OC)OC(F)F